C1(=C(C=CC=C1)C#CC1=NNC2=CC=C(C=C12)C(=O)N1CC2(CC1)CNCCC2)C2=CC=CC=C2 (3-([1,1'-biphenyl]-2-ylethynyl)-1H-indazol-5-yl)(2,7-diazaspiro[4.5]decan-2-yl)methanone